2-[2-methyl-8-(trifluoromethyl)imidazo[1,2-b]pyridazin-6-yl]-6-(4-piperidinyl)-3H-thieno[2,3-d]pyrimidin-4-one CC=1N=C2N(N=C(C=C2C(F)(F)F)C=2NC(C3=C(N2)SC(=C3)C3CCNCC3)=O)C1